C(C)(C)NNC(=O)OC(C)(C)C tert-Butyl 3-(isopropyl)carbazate